(S)-N-(8-fluoro-2-methylimidazo[1,2-a]pyridin-6-yl)-4-(6-oxa-2,9-diazaspiro[4.5]decan-2-yl)-2,3-dihydro-1H-pyrrolo[2,3-b]pyridine-1-carboxamide FC=1C=2N(C=C(C1)NC(=O)N1CCC=3C1=NC=CC3N3C[C@@]1(CC3)OCCNC1)C=C(N2)C